[Hg](=S)=[Te].[Cd] cadmium mercury sulfide telluride